(S)-8-(4-acryloylpiperazin-1-yl)-l-1-(4-fluorophenyl)-3-(2-methoxyethoxy)-10-(trifluoromethyl)-3,4-dihydro-2H,6H-[1,4]thiazepino[2,3,4-ij]quinazolin-6-one C(C=C)(=O)N1CCN(CC1)C1=NC(N2C3=C(C=C(C=C13)C(F)(F)F)S(C[C@H](C2)OCCOC)C2=CC=C(C=C2)F)=O